tert-butyl (4-(4-(dimethylcarbamoyl)styryl)thiazol-2-yl)carbamate CN(C(=O)C1=CC=C(C=CC=2N=C(SC2)NC(OC(C)(C)C)=O)C=C1)C